Barium laurat C(CCCCCCCCCCC)(=O)[O-].[Ba+2].C(CCCCCCCCCCC)(=O)[O-]